C1(=CC=CC=C1)NC(=O)N1CC2=CC=CC=C2CC1 N-phenyl-3,4-dihydroisoquinoline-2(1H)-carboxamide